(tert-Butoxycarbonyl)(2,5-dichloro-6-cyclopropylpyrimidin-4-yl)carbamic acid tert-butyl ester C(C)(C)(C)OC(N(C1=NC(=NC(=C1Cl)C1CC1)Cl)C(=O)OC(C)(C)C)=O